NC1=C2C(=NC=N1)N(N=C2C2=CC=C(C=C2)OC2=CC=CC=C2)[C@H]2CN(CCC2)C(CCCCSC2=C1CN(C(C1=CC=C2)=O)C2C(NC(CC2)=O)=O)=O 3-(4-((5-((R)-3-(4-amino-3-(4-phenoxyphenyl)-1H-pyrazolo[3,4-d]pyrimidine-1-yl)piperidin-1-yl)-5-oxopentyl)thio)-1-oxoisoindoline-2-yl)piperidine-2,6-dione